1-(2-benzothiazolyl)-3-methyl-2-Pyrazolin-5-one S1C(=NC2=C1C=CC=C2)N2N=C(CC2=O)C